methylpropenyl-acetone CC(C(C)=O)C=CC